2-(6-((2-((4-(4-(dimethylamino)piperidin-1-yl)-3-methoxyphenyl)amino)-5-isopropylthieno[2,3-d]pyrimidin-4-yl)amino)pyridin-2-yl)propan-2-ol CN(C1CCN(CC1)C1=C(C=C(C=C1)NC=1N=C(C2=C(N1)SC=C2C(C)C)NC2=CC=CC(=N2)C(C)(C)O)OC)C